4,4,4-trifluorobutan-2-ol FC(CC(C)O)(F)F